3-[4-(bromomethyl)-2,5-difluorophenyl]-5-[chloro(difluoro)methyl]-1,2,4-oxadiazole BrCC1=CC(=C(C=C1F)C1=NOC(=N1)C(F)(F)Cl)F